C12(CC3CC(CC(C1)C3)C2)NC(=S)NS(=O)(=O)C2=CC=C(C=C2)C(C)(C)C N-(((3s,5s,7s)-adamantan-1-yl)carbamothioyl)-4-(tert-butyl)benzenesulfonamide